2-{2-[2-(azetidin-1-yl)quinolin-7-yl]Ethyl}cyclopentan-1-ol N1(CCC1)C1=NC2=CC(=CC=C2C=C1)CCC1C(CCC1)O